benzyl (2S,6S)-6-((tert-butoxycarbonyl) amino)-4-hydroxy-2-methylazepan-1-carboxylate C(C)(C)(C)OC(=O)N[C@H]1CC(C[C@@H](N(C1)C(=O)OCC1=CC=CC=C1)C)O